3-((6-fluoro-4-((2-methoxyethyl)thio)-1-tosyl-1H-indol-5-yl)oxy)benzonitrile FC1=C(C(=C2C=CN(C2=C1)S(=O)(=O)C1=CC=C(C)C=C1)SCCOC)OC=1C=C(C#N)C=CC1